N1=CN=C(C2=C1NC=C2)NC=2C=C(C1=CNC(NN1C2)(C)C2=CC(=CC=C2)F)Cl 7-((7H-pyrrolo[2,3-d]pyrimidin-4-yl)amino)-5-chloro-2-(3-fluorophenyl)-2-methyl-2,3-dihydro-1H-pyrido[2,1-f][1,2,4]triazine